C(C)(C)(C)OC(=O)N1[C@H](C[C@@H](C1)N1N=C(C=2C1=NC=NC2N)C#C[Si](C)(C)C)COC (2r,4s)-4-(4-amino-3-((trimethylsilyl)ethynyl)-1H-pyrazolo[3,4-d]pyrimidin-1-yl)-2-(methoxymethyl)pyrrolidine-1-carboxylic acid tert-butyl ester